1-(1H-imidazol-4-yl)ethan-1-one N1C=NC(=C1)C(C)=O